6-Bromo-3-pyridinemethanol BrC1=CC=C(C=N1)CO